C=1(N=CN2C1CCCC2)C2CC1(CN(C1)C(=O)OCCCC)CC2 butyl 6-(5,6,7,8-tetrahydroimidazo[1,5-a]pyridin-1-yl)-2-azaspiro[3.4]octane-2-carboxylate